C(OCC1CCC(CC1)O[Si](C)(C)C(C)(C)C)(=S)SC O-(((1r,4r)-4-((tert-butyldimethylsilyl)oxy)cyclohexyl)methyl) S-methyl carbonodithioate